BrC1=CC(=NC2=C(C(=CC=C12)Br)F)C1=CC=CC=C1 4,7-dibromo-8-fluoro-2-phenylquinoline